FC1(CC(C1)OC1=NC=C(C(=O)NC=2C(=NC=CC2C2=NC=CC=C2F)C2OCC(CC2)(F)F)C=C1F)F 6-(3,3-difluorocyclobutoxy)-N-(2'-(5,5-difluorotetrahydro-2H-pyran-2-yl)-3-fluoro-[2,4'-bipyridin]-3'-yl)-5-fluoronicotinamide